3-bromo-1,2-dimethylindole BrC1=C(N(C2=CC=CC=C12)C)C